3-(2-(3-(2-methylpyridin-4-yl)azetidin-1-yl)-2-oxoethyl)pyrrolidine-1-carbonitrile CC1=NC=CC(=C1)C1CN(C1)C(CC1CN(CC1)C#N)=O